ClC1CCC2(C(N(C3=NC=CC=C32)COCC[Si](C)(C)C)=O)CC1 4-Chloro-2'-oxo-1'-((2-(trimethylsilyl)ethoxy)methyl)-1',2'-dihydrospiro[cyclohexane-1,3'-pyrrolo[2,3-b]pyridine]